C1(=CC=CC=C1)C([C@H](CC1=CC=CC=C1)NP([O-])([O-])=O)C1=CC=CC=C1 (S)-diphenyl(1-phenylpropan-2-yl)phosphoramidate